3-[1-[(2-Fluorophenyl)methyl]imidazol-4-yl]-N-methyl-4-[[5-(trifluoromethyl)-2-pyridyl]amino]benzenesulfonamide FC1=C(C=CC=C1)CN1C=NC(=C1)C=1C=C(C=CC1NC1=NC=C(C=C1)C(F)(F)F)S(=O)(=O)NC